3-(((3-(diethylamino)propoxy)carbonyl)oxy)pentadecyl-4,4-bis(octyloxy)butanoate C(C)N(CCCOC(=O)OC(CCOC(CCC(OCCCCCCCC)OCCCCCCCC)=O)CCCCCCCCCCCC)CC